C(C)(C)(C)N(C(O)=O)CCC1CCC2=C(C(C=3C=CC=CC3C2=O)=O)CC1.C(C)(=O)N(C1=C(C=C(C=C1)C1=CC=C(C(=O)NCC=2C=NC=CC2)C=C1)C)C(C)C 4-[4-[acetyl-(isopropyl)amino]-3-methyl-phenyl]-N-(3-pyridylmethyl)benzamide tert-butyl-(2-(5,11-dioxo-6,7,8,9,10,11-hexahydro-5H-cyclohepta[b]naphthalen-8-yl)ethyl)carbamate